C1(CC1)C1=C(C=NC(=C1)C(NC=1C(=C(C=CC1)C1=C(C(=CC=C1)NC(C1=NC=C(C(=C1)C1CC1)CNC1COC1)=O)C)C)=O)CN[C@H](CO)C(=O)O ((4-cyclopropyl-6-((3'-(4-cyclopropyl-5-((oxetan-3-ylamino)methyl)picolinamido)-2,2'-dimethyl-[1,1'-biphenyl]-3-yl)carbamoyl)pyridin-3-yl)methyl)-D-serine